NC1=C(C=C(C=C1F)F)C(C)=O 1-(2-amino-3,5-difluorophenyl)ethanone